dixylyl carbonate C(OC1=C(C(=CC=C1)C)C)(OC1=C(C(=CC=C1)C)C)=O